[Pd+2].ClC(CP(C(C)C)C(C)C)(CP(C(C)C)C(C)C)Cl Dichloro[1,3-bis(diisopropylphosphino)propane] palladium (II)